C(C1=CC=CC=C1)N(C1=C(C=C(C(=C1)F)Br)OC)CC1=CC=CC=C1 N,N-dibenzyl-4-bromo-5-fluoro-2-methoxyaniline